C1(=CC=CC2=CC3=CC=CC=C3C=C12)C(=O)N anthracenamide